(E)-N-(4-((3-chloro-4-fluorophenyl)amino)-7-methoxyquinazolin-6-yl)-4-(4-((5-(2,4-dioxotetrahydropyrimidin-1(2H)-yl)pyridin-2-yl)methyl)piperazin-1-yl)but-2-enamide ClC=1C=C(C=CC1F)NC1=NC=NC2=CC(=C(C=C12)NC(\C=C\CN1CCN(CC1)CC1=NC=C(C=C1)N1C(NC(CC1)=O)=O)=O)OC